C(C1=CC=CC=C1)(=O)OC[C@H]1O[C@H]([C@@H]([C@@H]1F)OC(C)=O)N1C2=NC(=NC=C2N(C1=O)CC#C)NC(C)=O ((2R,3R,4S,5R)-5-(2-Acetamido-8-oxo-7-(prop-2-yn-1-yl)-7,8-dihydro-9H-purin-9-yl)-4-acetoxy-3-fluorotetrahydrofuran-2-yl)methyl benzoate